4-fluoro-N-methyl-2-(phenylthio)aniline FC1=CC(=C(NC)C=C1)SC1=CC=CC=C1